3-(7-(4-((5-(2,6-dioxopiperidin-3-yl)-4-oxo-5,6-dihydro-4H-thieno[3,4-c]pyrrol-1-yl)methoxy)phenyl)heptyl)-4-((1-hydroxy-1,3-dihydrobenzo[c][1,2]oxaborol-5-yl)oxy)benzonitrile O=C1NC(CCC1N1CC=2C(C1=O)=CSC2COC2=CC=C(C=C2)CCCCCCCC=2C=C(C#N)C=CC2OC2=CC1=C(B(OC1)O)C=C2)=O